CC1=CSC2=C1C(N(CC21CC1)C)=O 3',5'-dimethyl-5',6'-dihydro-4'H-spiro[cyclopropan-1,7'-thieno[3,2-c]pyridin]-4'-one